CC1=CC(=NC=C1)C(=O)NC1CCC(CC1)NC1=CC(=NC2=CC=CC=C12)C(F)(F)F 4-methyl-N-[(1s,4s)-4-{[2-(trifluoromethyl)quinolin-4-yl]amino}cyclohexyl]pyridine-2-carboxamide